OC=1C=CC=C2C(N(C=3N(C12)C(NN3)=S)CCC)=O 9-hydroxy-4-propyl-1-thioxo-2,4-dihydro-[1,2,4]triazolo[4,3-a]quinazolin-5(1H)-one